BrCC(=O)C1=NC(=CC=C1)Br 2-bromo-1-(6-bromopyridin-2-yl)ethanone